sodium 2-acrylamido-2-methyl-1-propanesulfonate salt C(C=C)(=O)NC(CS(=O)(=O)[O-])(C)C.[Na+]